ClC=1C=C(C=CC1F)C(O)(C=1NC(=CN1)C)C1=CC(=C(C=C1)F)Cl bis(3-chloro-4-fluorophenyl)(5-methyl-1H-imidazol-2-yl)methanol